pyrogalloltrisulfonate C1(O)=C(O)C(O)=C(C(=C1S(=O)(=O)[O-])S(=O)(=O)[O-])S(=O)(=O)[O-]